CN1C(=NN=C1)C1=C(C=CC=C1)C=1C=C(N)C=CC1 3-[2-(4-methyl-1,2,4-triazol-3-yl)phenyl]aniline